ClC=1N=C(SC1C(\C=C\N(C)C)=O)C (E)-1-(4-Chloro-2-methyl-thiazol-5-yl)-3-(dimethylamino)prop-2-en-1-one